C1(CC(C(CC1)C(C)C)CC(=O)O)C menthylacetic acid